C(CCC\C=C/C\C=C/C\C=C/C\C=C/CCCCC)(=O)OC[C@@H](OC(CCC\C=C/C\C=C/C\C=C/C\C=C/CCCCC)=O)COP(=O)(O)OC[C@H](N)C(=O)O 1,2-diarachidonoyl-sn-glycero-3-phospho-L-serine